P[O-] Phosphinite